COC=1C=C(C=CC1OC)C=1NC2=CC=C(C=C2C1C(C)C)NC1=CC=C(C=C1)OCCNCC 2-(3,4-dimethoxyphenyl)-N-(4-(2-(ethylamino)ethoxy)phenyl)-3-isopropyl-1H-indol-5-amine